C(C)C(CN[C@@H](C)C(=O)O)CC.C(C)(C)(C)[SiH](C)C tertiary butyl-dimethyl-silane 2-ethylbutyl-L-alaninate